NC1=CC=C2C=C(C(OC2=C1)=O)C 7-amino-methyl-coumarin